(6-decanamidocaproyl)oxybenzenesulfonate C(CCCCCCCCC)(=O)NCCCCCC(=O)OC1=C(C=CC=C1)S(=O)(=O)[O-]